OC1=C(C=O)C=CC=C1O 2,3-dihydroxybenzaldehyde